COC(C1=CC=C(C=C1)[C@H]1NCCC(C1)C=1C=NC=CC1)=O (S)-4-(4-(pyridin-3-yl)piperidin-2-yl)benzoic acid methyl ester